3-(4-(2,5-diazabicyclo[2.2.2]octan-2-yl)-8-fluoro-2-(((2R,7aS)-2-fluorotetrahydro-1H-pyrrolizin-7a(5H)-yl-2,5,5-d3)methoxy)pyrido[4,3-d]pyrimidin-7-yl)-5-chloro-4-cyclopropylphenol C12N(CC(NC1)CC2)C=2C1=C(N=C(N2)OC[C@]23CCC(N3C[C@](C2)([2H])F)([2H])[2H])C(=C(N=C1)C=1C=C(C=C(C1C1CC1)Cl)O)F